2-(2,4-bis(trifluoromethyl)benzamido)benzo[d]thiazole-6-carboxylic acid FC(C1=C(C(=O)NC=2SC3=C(N2)C=CC(=C3)C(=O)O)C=CC(=C1)C(F)(F)F)(F)F